4,4',4'',4'''-(piperazine-1,4-diium-1,1,4,4-tetrayl)tetrakis(butane-1-sulfonate) [N+]1(CC[N+](CC1)(CCCCS(=O)(=O)[O-])CCCCS(=O)(=O)[O-])(CCCCS(=O)(=O)[O-])CCCCS(=O)(=O)[O-]